1-((2S,3R)-2-(hydroxymethyl)-3-methylpyrrolidin-1-yl)ethan-1-one OC[C@H]1N(CC[C@H]1C)C(C)=O